NC1=CC(=C(N=N1)C(=O)NC([2H])([2H])[2H])NC1=C(C(=CC=C1)C1=NOC(=N1)C)OC 6-amino-4-((2-methoxy-3-(5-methyl-1,2,4-oxadiazol-3-yl)phenyl)amino)-N-(trideuteromethyl)pyridazine-3-carboxamide